3-(2-(3-(tert-butyl)phenyl)indolin-5-yl)propanoic acid C(C)(C)(C)C=1C=C(C=CC1)C1NC2=CC=C(C=C2C1)CCC(=O)O